2-[3-(4-Chloro-3-fluorophenyl)-1-ethyl-1H-1,2,4-triazol-5-yl]-N-[(2,6-dimethyl-1-oxidopyridin-4-yl)methyl]acetamid ClC1=C(C=C(C=C1)C1=NN(C(=N1)CC(=O)NCC1=CC(=[N+](C(=C1)C)[O-])C)CC)F